C(C)C=1C(NC2=C(C(=CN=C2C1)CN1CCC(=CC1)C1=NC=C(C=C1)F)F)=O 3-ethyl-8-fluoro-7-((5-fluoro-3',6'-dihydro-[2,4'-bipyridin]-1'(2'H)-yl)methyl)-1,5-naphthyridin-2(1H)-one